1-(4-(3,4-dichlorophenyl)-5-(isopropylsulfanyl)thiazol-2-yl)-4-(4-methoxypyrimidin-2-yl)-3-methyl-1H-pyrazole-5-carboxylic acid ClC=1C=C(C=CC1Cl)C=1N=C(SC1SC(C)C)N1N=C(C(=C1C(=O)O)C1=NC=CC(=N1)OC)C